5-fluoropyridine methyl-formate COC=O.FC=1C=CC=NC1